ClC1=NC=CC(=C1)NC(=O)NC1CN(C(C1)=O)C1=CC=C(C=C1)C#N 1-(2-chloropyridin-4-yl)-3-[1-(4-cyanophenyl)-5-oxopyrrolidin-3-yl]urea